3-[(trimethylsilyl)ethynyl]-5-bromopyrazine-2-amine C[Si](C)(C)C#CC=1C(=NC=C(N1)Br)N